2-(2-Phenyl-1,3-thiazol-4-yl)-1-(4-{[2-(trifluoromethyl)pyridin-4-yl]oxy}piperidin-1-yl)ethan-1-one C1(=CC=CC=C1)C=1SC=C(N1)CC(=O)N1CCC(CC1)OC1=CC(=NC=C1)C(F)(F)F